FC(OC1=CC=C2C(N(CN(C2=C1)C1=C(C=C(C=C1)F)C)C=1C(=NC(=CC1)OC)C)=O)F 7-(difluoromethoxy)-1-(4-fluoro-2-methylphenyl)-3-(6-methoxy-2-methylpyridin-3-yl)-2,3-dihydroquinazolin-4(1H)-one